FC=1C(=CC(=NC1)OC)C(C#N)C(=O)N1C[C@@]2(NC3=NC(=C(C=C3CC2)C2=NC=CC=N2)C)CC1 2-(5-fluoro-2-methoxypyridin-4-yl)-3-((S)-7'-methyl-6'-(pyrimidin-2-yl)-3',4'-dihydro-1'h-spiro[pyrrolidine-3,2'-[1,8]naphthyridin]-1-yl)-3-oxopropionitrile